CC1=CC(=NN1)NC2=NC(=NC(=C2)C)C3CCC(CC3)(C(=O)N[C@@H](C)C4=CN=C(C=C4)N5C=C(C=N5)F)OC cis-N-{(1S)-1-[6-(4-fluoro-1H-pyrazol-1-yl)pyridin-3-yl]ethyl}-1-methoxy-4-{4-methyl-6-[(5-Methyl-1H-pyrazol-3-yl)amino]pyrimidin-2-yl}cyclohexane-1-carboxamide